BrC1=C(OC2=C(O[C@@H](C(=O)OCC#C)OC)C=CC=C2)C=C(C(=C1)F)N1C(N(C(=CC1=O)C(F)(F)F)C)=O prop-2-ynyl (2S)-2-[2-[2-bromo-4-fluoro-5-[3-methyl-2,6-dioxo-4-(trifluoromethyl)pyrimidin-1-yl]phenoxy]phenoxy]-2-methoxy-acetate